2,2,2-trifluoroethoxyphosphinyl acetate C(C)(=O)OP(=O)OCC(F)(F)F